C[Si]1(OC(C2=C1C=CC=C2)=O)C 1,1-dimethyl-2,1-benzoxasilol-3(1H)-one